C(C1=CC=CC=C1)N1CCCC12CN(CC2)C=2N=CC(=NC2)N 5-(1-benzyl-1,7-diazaspiro[4.4]nonan-7-yl)pyrazin-2-amine